((5-chloro-6-((3-oxo-1-phenyl-2,7,10,13,16-pentoxa-4-azaoctadeca-18-yl)amino)-1H-benzo[d]imidazol-2-yl)methyl)carbamic acid tert-butyl ester C(C)(C)(C)OC(NCC1=NC2=C(N1)C=C(C(=C2)Cl)NCCOCCOCCOCCOCCNC(OCC2=CC=CC=C2)=O)=O